cobalt octanate C(CCCCCCC)(=O)[O-].[Co+2].C(CCCCCCC)(=O)[O-]